trimethoxy diphenyl-ethylene oxide COC1=C(C(=C(C=C1)C1C(C2=CC=CC=C2)O1)OC)OC